FC1=C(C(=CC(=C1)OCCCC1CCN(CC1)C1=NC=C(C=N1)COC)F)CC(=O)O (2,6-difluoro-4-(3-(1-(5-(methoxymethyl)pyrimidin-2-yl)piperidin-4-yl)propoxy)phenyl)acetic acid